1,4,4a,5,5a,6-hexahydrocyclopropa[f]indazol N1N=CC=2CC3C(CC12)C3